tert-butyl 4-[4-(3-chloro-4,5-difluoro-phenyl)phenyl]piperazine-1-carboxylate ClC=1C=C(C=C(C1F)F)C1=CC=C(C=C1)N1CCN(CC1)C(=O)OC(C)(C)C